COC(=O)C=1C(=CC(=CC1)Cl)C1=CC(=C(C(=C1)F)C=C)F 5-chloro-3',5'-difluoro-4'-vinyl-[1,1'-biphenyl]-2-carboxylic acid methyl ester